1,5-NAPHTHYRIDINE-4-CARBOXALDEHYDE N1=CC=C(C2=NC=CC=C12)C=O